FC1=C(C=C2C=CN(C(C2=C1F)=O)CCC[C@H](C)NC=1C=NNC(C1C(F)(F)F)=O)C1=NC=C(C=N1)F (S)-7,8-difluoro-6-(5-fluoropyrimidin-2-yl)-2-(4-((6-oxo-5-(trifluoromethyl)-1,6-dihydropyridazin-4-yl)amino)pentyl)isoquinolin-1(2H)-one